Cl[Ru-2](C1=C(C=C(C=C1)C)C(C)C)(C1=C(C=C(C=C1)C)C(C)C)Cl dichlorobis(4-Methylisopropylphenyl)ruthenium(II)